FC1=C(C(=O)O)C=C(C=C1)CC1=NNC(C2=CC=CC=C12)=O 2-fluoro-5-[(4-oxo-3,4-dihydro-phthalazin-1-yl)methyl]benzoic acid